CONC(=O)[C@H]1CN(C(C1)=O)[C@@H](C)C1=CC=C(C=C1)OC |&1:5| (R/S)-N-methoxy-5-oxo-1-[(S)-1-(4-methoxyphenyl)-ethyl]-pyrrolidine-3-carboxamide